tris-(2-chloroethylhexyl) phosphate P(=O)(OC(CCCCC)CCCl)(OC(CCCCC)CCCl)OC(CCCCC)CCCl